trans-1-(2-(2-bromo-6-chloropyridin-4-yl)-3-isopropylmorpholino)prop-2-en-1-one BrC1=NC(=CC(=C1)[C@@H]1OCCN([C@H]1C(C)C)C(C=C)=O)Cl